O[C@@H]1C=C(O[C@H]1N1C=2N=CNC(C2N=C1)=O)CO[P@](=O)(OC1=CC=CC=C1)N[C@@H](C)C(=O)OC(C)C Isopropyl ((S)-(((4R,5R)-4-hydroxy-5-(6-oxo-1,6-dihydro-9H-purin-9-yl)-4,5-dihydrofuran-2-yl)methoxy)(phenoxy)phosphoryl)-L-alaninate